[F-].[Be+2].C(CCC)C1=NC(=CC(=N1)N1CC2(C=3C=NC(=CC31)NC(C)=O)CC2)C.[F-] N-(1'-(2-butyl-6-methylpyrimidin-4-yl)-1',2'-dihydrospiro[cyclopropane-1,3'-pyrrolo[3,2-c]pyridin]-6'-yl)acetamide beryllium fluoride